O1CCN(CC1)C(C(=O)N1CCN(C2=CC=CC=C12)C1=CC=CC=C1)C 2-morpholino-1-(4-phenyl-3,4-dihydroquinoxalin-1(2H)-yl)propan-1-one